2-(4-(2-hydroxyethoxy)phenyl)-5-methyl-4-oxo-4,5-dihydrofuran OCCOC1=CC=C(C=C1)C=1OC(C(C1)=O)C